ClC=1C(=C(C=CC1F)C(=O)[C@@H]1C[C@H](C1)C(F)(F)F)F (3-chloro-2,4-difluorophenyl)(trans-3-(trifluoromethyl)cyclobutyl)methanone